3-(4-{[4-methyl-3-(trifluoromethyl)phenyl]sulfamoyl}phenyl)-1-(pyridin-3-ylmethyl)urea CC1=C(C=C(C=C1)NS(=O)(=O)C1=CC=C(C=C1)NC(NCC=1C=NC=CC1)=O)C(F)(F)F